(R)-6-(3-(2,3-difluorophenyl)isoxazolidin-2-yl)-N-(2-methoxy-4-(4-methylpiperazine-1-yl)-5-vinylphenyl)pyrimidin-4-amine FC1=C(C=CC=C1F)[C@@H]1N(OCC1)C1=CC(=NC=N1)NC1=C(C=C(C(=C1)C=C)N1CCN(CC1)C)OC